3-(2,5-dichloropyrimidin-4-yl)-1-methyl-1H-indole ClC1=NC=C(C(=N1)C1=CN(C2=CC=CC=C12)C)Cl